C(C=CCCCCCCCCC)(=O)OC[C@@H](OC(C=CCCCCCCCCC)=O)COP(=O)(O)OCCN 1,2-bisdodecaenoyl-sn-glycero-3-phosphoethanolamine